C(C(=C)C)(=O)O.C(C)NC(O)=O.N1C=NC=C1 Imidazole ethyl-carbamate methacrylate